C1=C(C=CC2=CC=CC=C12)C=1C2=CC=CC=C2C(=C2C=CC(=CC12)C1=CC=C(C=C1)N1C=NC2=C1C=CC=C2)C2=CC1=CC=CC=C1C=C2 1-(4-(9,10-di(naphthalene-2-yl)anthracen-2-yl)phenyl)-1H-benzo[d]imidazole